(1S,2S)-2-((6-(3-methyl-4-((((R)-1-(2-(trifluoromethyl)phenyl)ethoxy)carbonyl)amino)isoxazol-5-yl)pyridin-3-yl)carbamoyl)cyclohexane-1-carboxylic acid CC1=NOC(=C1NC(=O)O[C@H](C)C1=C(C=CC=C1)C(F)(F)F)C1=CC=C(C=N1)NC(=O)[C@@H]1[C@H](CCCC1)C(=O)O